2-(2-(4,4-dimethylcyclohexylidene)ethyl)-1,3-dioxane-13C CC1(CCC(CC1)=CC[13CH]1OCCCO1)C